ClC1=C(C=C(C=C1NC1=NC=2N(C(=N1)NC1CC1)N=CC2C#N)C#N)N2C[C@H](N([C@@H](C2)C)C(=O)OC)C Methyl (2R,6R)-4-(2-chloro-5-cyano-3-{[8-cyano-4-(cyclopropylamino)pyrazolo[1,5-a][1,3,5]triazin-2-yl]amino}phenyl)-2,6-dimethylpiperazine-1-carboxylate